C(C)(C)(C)NC=1C(=C(C(=O)[O-])C=CC1)CCCCC tert-butylamino-2-pentylbenzoate